4,4'-(propane-diyl)bis(1-(10-bromodecyl)-1-methylpiperidinium) C(CCC1CC[N+](CC1)(CCCCCCCCCCBr)C)C1CC[N+](CC1)(C)CCCCCCCCCCBr